C1OC=2C=C(C=CC2O1)NC (3,4-methylenedioxyphenyl)-methylamine